O[C@H]1CN([C@H]2CN[C@@H]12)C(=O)OC(C)(C)C tert-butyl (1S,4S,5R)-4-hydroxy-2,6-diazabicyclo[3.2.0]Heptane-2-carboxylate